methyl 4-amino-1-(2-methylpyridin-3-yl)-2-oxo-7-(trifluoromethyl)-1,2-dihydro-1,8-naphthyridine-3-carboxylate NC1=C(C(N(C2=NC(=CC=C12)C(F)(F)F)C=1C(=NC=CC1)C)=O)C(=O)OC